5-cyclopropyl-3-isothiocyanato-1-(tetrahydro-2H-pyran-4-yl)pyridin-2(1H)-one C1(CC1)C=1C=C(C(N(C1)C1CCOCC1)=O)N=C=S